(S)-4-(((S)-3-fluoro-2-methoxypropyl)(4-(5,6,7,8-tetrahydro-1,8-naphthyridin-2-yl)butyl)amino)-2-((R)-2-phenylpropanamido)butanoic acid FC[C@H](CN(CC[C@@H](C(=O)O)NC([C@H](C)C1=CC=CC=C1)=O)CCCCC1=NC=2NCCCC2C=C1)OC